ethylsulfenate C(C)OS